BrC=1C(=CN(C1C#N)C1=CC=C(C=C1)OC1=CC=CC=C1)[C@H]1CN(CC1)C(=O)OC(C)(C)C tert-butyl (S)-3-(4-bromo-5-cyano-1-(4-phenoxyphenyl)-1H-pyrrol-3-yl)pyrrolidine-1-carboxylate